C1(=CC=C(C=C1)CN1CC2N(CC1)C(CN(C2=O)CC=2C=NC=CC2)=O)C2=CC=CC=C2 2-([1,1'-biphenyl]-4-ylmethyl)-8-(pyridin-3-ylmethyl)hexahydro-2H-pyrazino[1,2-a]pyrazine-6,9-dione